NC1=CC(=C(OC2=C(C(=NC=N2)N(C(=O)OC(C)(C)C)C(=O)OC(C)(C)C)F)C=C1)F 6-(4-amino-2-fluorophenoxy)-5-fluoro-N,N-di-tert-butoxycarbonyl-pyrimidin-4-amine